2-ethyl-3-ethoxypyridin-4-one C(C)C1=NC=CC(C1OCC)=O